C(C)(C)(C)C=1C(=NN2C1CN(CCC2)C(=O)OC2=NC=C(C=C2C#C[Si](C)(C)C)F)C(N(C)OC)=O 5-fluoro-3-((trimethylsilyl)ethynyl)pyridin-2-ol tert-butyl-2-[methoxy(methyl)carbamoyl]-4,6,7,8-tetrahydropyrazolo[1,5-a][1,4]diazepine-5-carboxylate